COC(=O)C1=CC(=CC=2N=C3COC[C@H](N3C21)C)C(NC2=CC=C(C=C2)OC(F)(F)Cl)=O (R)-8-((4-(chlorodifluoromethoxy)phenyl)carbamoyl)-4-methyl-3,4-dihydro-1H-benzo[4,5]imidazo[2,1-c][1,4]oxazine-6-carboxylic acid methyl ester